Cl.COC1=C(C=C(C=C1)NC)CC(=O)N(C)C 2-(2-methoxy-5-(methylamino)phenyl)-N,N-dimethylacetamide hydrochloride